6-(4-((4-(1H-pyrazol-4-yl)phenyl)amino)pyrimidin-2-yl)-N,N-diethyl-3-methyl-1H-indole-2-carboxamide N1N=CC(=C1)C1=CC=C(C=C1)NC1=NC(=NC=C1)C1=CC=C2C(=C(NC2=C1)C(=O)N(CC)CC)C